ClC=1C=NN(C1C1=NN2C(C(C(CC2)(C)C)NC2=CC=C(C=C2)C=2N(C=C(N2)C(F)(F)F)CC)=C1)C(C)C 2-(4-chloro-1-isopropyl-1H-pyrazol-5-yl)-N-(4-(1-ethyl-4-(trifluoromethyl)-1H-imidazol-2-yl)phenyl)-5,5-dimethyl-4,5,6,7-tetrahydropyrazolo[1,5-a]pyridin-4-amine